Purin-2-amine N1=C(N=C2N=CNC2=C1)N